C(CC[NH+]=C(N)N)C[NH2+]CCC[NH3+] The molecule is a guanidinium ion obtained by protonation of the guanidino as well as the primary and secondary amino functions of N(1)-aminopropylagmatine; major species at pH 7.3. It is a conjugate acid of a N(1)-aminoaminopropylagmatine.